5-(trifluoromethyl-pyridin-3-yl)-5,6,7,8-tetrahydropyrido[4,3-d]pyrimidin-4-ol FC(F)(F)C1=NC=CC=C1C1NCCC=2N=CN=C(C21)O